1-(6-(1-(1-(3-((4-((5-chloropyrimidin-2-yl)amino)piperidin-1-yl)sulfonyl)-phenyl)ethyl)piperidin-4-yl)-1-methyl-1H-indazol-3-yl)dihydropyrimidine-2,4(1H,3H)-dione ClC=1C=NC(=NC1)NC1CCN(CC1)S(=O)(=O)C=1C=C(C=CC1)C(C)N1CCC(CC1)C1=CC=C2C(=NN(C2=C1)C)N1C(NC(CC1)=O)=O